Cl.N[C@H](C(=O)OCOC(C(CC(=O)O)N)=O)CC(=O)O methylene (2S,2'S)-bis(2-aminosuccinate) hydrochloride